4-((1-(4-(3-(4-Fluorophenyl)-5H-imidazo[1,2-c]pyrido[3,4-e][1,3]oxazin-2-yl)benzyl)piperidin-4-yl)amino)pyrimidine-2-carbonitrile FC1=CC=C(C=C1)C1=C(N=C2N1COC1=C2C=NC=C1)C1=CC=C(CN2CCC(CC2)NC2=NC(=NC=C2)C#N)C=C1